(S)-3-(difluoromethyl)pyrrolidine FC([C@@H]1CNCC1)F